2-methyl-5-nitro-1,2,3,4-tetrahydroquinoline-1-carboxylic acid methyl ester COC(=O)N1C(CCC2=C(C=CC=C12)[N+](=O)[O-])C